(S)-N-((S)-1-(4-chloro-2-(4-fluorophenyl)-1H-imidazol-5-yl)-7-oxononyl)-6-methyl-6-azaspiro[2.5]octane-1-carboxamide ClC=1N=C(NC1[C@H](CCCCCC(CC)=O)NC(=O)[C@H]1CC12CCN(CC2)C)C2=CC=C(C=C2)F